7-butylfluoren C(CCC)C1=CC=C2C=3C=CC=CC3CC2=C1